OCC(=O)O.C(C(=C)C)(=O)O methacrylic acid 2-hydroxyacetate